BrC1=CC(=C(OC2CCC3(CCN(CC3)C(=O)OC(C)(C)C)CC2)C=C1)SC tert-butyl 9-[4-bromo-2-(methylsulfanyl) phenoxy]-3-azaspiro[5.5]undecane-3-carboxylate